C(C)(C)(C)NC(C(\C=C\C1=CC=CC=C1)(F)F)=O (E)-N-tert-butyl-4-phenyl-2,2-difluoro-3-butenamide